FC(C1=CC=C(CNC(C)C)C=C1)(F)F N-(4-(trifluoromethyl)benzyl)propan-2-amine